5-(2-(((1r,4r)-4-hydroxy-1-methylcyclohexyl)amino)-2-oxoacetyl)-1,2,4-trimethyl-N-(3,4,5-trifluorophenyl)-1H-pyrrole-3-carboxamide OC1CCC(CC1)(C)NC(C(=O)C1=C(C(=C(N1C)C)C(=O)NC1=CC(=C(C(=C1)F)F)F)C)=O